Cl.C(#N)C1=C(NC2=C(C(=C(C(=C12)C=1CNCCC1)F)F)C(=O)N)C 3-cyano-5,6-difluoro-2-methyl-4-(1,2,5,6-tetrahydropyridin-3-yl)-1H-indole-7-carboxamide hydrochloride